BrC=1C(N(C=C2C1N=C(N=C2N[C@H](C)C2=C(C(=CC=C2)C(F)F)F)C)C2(CC2)CF)=O 8-Bromo-4-[[(1R)-1-[3-(difluoromethyl)-2-fluoro-phenyl]ethyl]amino]-6-[1-(fluoromethyl)cyclopropyl]-2-methyl-pyrido[4,3-d]pyrimidin-7-one